CN1N=CC=2C=3N=CC=C(NC4=NC=C(C(OC(CCOC12)C)=C4)C4=CC=C(C=C4)CN4CCN(CC4)C)N3 5,10-dimethyl-13-[4-[(4-methylpiperazin-1-yl)methyl]phenyl]-7,11-dioxa-4,5,15,17,21,22-hexazatetracyclo[16.3.1.112,16.02,6]tricosa-1(22),2(6),3,12(23),13,15,18,20-octaene